n-octyl-methyl-9-phenylmethyl-n-octyl-carbazol C(CCCCCCC)C=1C(=C(C=2N(C3=CC=CC=C3C2C1)CC1=CC=CC=C1)CCCCCCCC)C